N1(CCSCC1)S(=O)(=O)C(C)C1=CC=2NC3=CC=CC=C3SC2C=C1 2-(1-(thiomorpholinesulfonyl)ethyl)-10H-phenothiazine